(S)-N-((S)-1-(6-chloro-1-((1-(cyclopropanecarbonyl)azetidin-3-yl)oxy)-2,7-naphthyridin-4-yl)propyl)-2-methylpropane-2-sulfinamide ClC=1C=C2C(=CN=C(C2=CN1)OC1CN(C1)C(=O)C1CC1)[C@H](CC)N[S@@](=O)C(C)(C)C